Calcium-Potassium [K].[Ca]